Benzyl (S)-2-(cyanomethyl)-4-(8-fluoro-7-(7-fluoronaphthalen-1-yl)-2-(((S)-1-methylpyrrolidin-2-yl)methoxy)pyrido[4,3-d]pyrimidin-4-yl)piperazine-1-carboxylate C(#N)C[C@@H]1N(CCN(C1)C=1C2=C(N=C(N1)OC[C@H]1N(CCC1)C)C(=C(N=C2)C2=CC=CC1=CC=C(C=C21)F)F)C(=O)OCC2=CC=CC=C2